3-(methylthio)oxetane CSC1COC1